4-bromo-2-nitrobenzoic acid tertbutyl ester C(C)(C)(C)OC(C1=C(C=C(C=C1)Br)[N+](=O)[O-])=O